FC(C1=CNC2=NC(=CC=C21)C=C2CC1(CN(C1)C(=O)OC(C)(C)C)C2)(F)F tert-butyl 6-[[3-(trifluoromethyl)-1H-pyrrolo[2,3-b]pyridin-6-yl] methylene]-2-azaspiro[3.3]heptane-2-carboxylate